dimethyl-bis(butylcyclopentadienyl)zirconium C[Zr](C1(C=CC=C1)CCCC)(C1(C=CC=C1)CCCC)C